(((R)-6-((S)-2,6-dioxo-4-phenethyltetrahydropyrimidin-1(2H)-yl)spiro[3.3]heptan-2-yl)oxy)nicotinamide O=C1N(C(C[C@@H](N1)CCC1=CC=CC=C1)=O)C1CC2(CC(C2)OC2=C(C(=O)N)C=CC=N2)C1